FC=1C=2N(C=C(C1)NC(=O)C=1C=CC(=C3C=CC(OC13)=O)N1C[C@H](N([C@H](C1)C)C(=O)OC(C)(C)C)C)C=C(N2)C tert-butyl (2R,6S)-4-[8-[(8-fluoro-2-methyl-imidazo[1,2-a]pyridin-6-yl)carbamoyl]-2-oxo-chromen-5-yl]-2,6-dimethyl-piperazine-1-carboxylate